O1C(=NC=C1)C=O Oxazol-2-yl-methanone